14-[(2,5-Dioxopyrrolidin-1-yl)oxy]-N-(2-{[α-D-mannopyranosyl-(1→3)-[α-D-mannopyranosyl-(1→6)]-β-D-mannopyranosyl]oxy}ethyl)-14-oxo-tetradecanamide O=C1N(C(CC1)=O)OC(CCCCCCCCCCCCC(=O)NCCO[C@H]1[C@@H](O)[C@@H](O[C@@H]2[C@@H](O)[C@@H](O)[C@H](O)[C@H](O2)CO)[C@H](O)[C@H](O1)CO[C@@H]1[C@@H](O)[C@@H](O)[C@H](O)[C@H](O1)CO)=O